ClC=1C=C(C=NC1C1=NC=CC=N1)NC(=O)[C@H]1C[C@](C2=C1C=NC=1N2N=C(C1)F)(C)C1=NN(C=C1)C(C)(F)F (6S,8S)-N-(5-chloro-6-(pyrimidin-2-yl)pyridin-3-yl)-8-(1-(1,1-difluoroethyl)-1H-pyrazol-3-yl)-2-fluoro-8-methyl-7,8-dihydro-6H-cyclopenta[e]pyrazolo[1,5-a]pyrimidine-6-carboxamide